4-hydroxy-4-(trifluoromethyl)pyrrolidine-1-carboxylic acid tert-butyl ester C(C)(C)(C)OC(=O)N1CCC(C1)(C(F)(F)F)O